7-methyl-2-thioxo-1,2,3,5-tetrahydro-4H-pyrrolo[3,2-d]pyrimidin-4-one CC1=CNC2=C1NC(NC2=O)=S